ClC=1C=C(C(=NC1C1=C(C=CC=C1)F)NC=1C(=NC=CC1C)C(C)C)\C(\N1C[C@H](N(C[C@@H]1C)C(=O)OC(C)(C)C)C)=N/CC(=O)OC tert-Butyl (2R,5S)-4-((E)-(5-chloro-6-(2-fluorophenyl)-2-((2-isopropyl-4-methylpyridin-3-yl)amino)pyridin-3-yl)((2-methoxy-2-oxoethyl)imino)methyl)-2,5-dimethylpiperazine-1-carboxylate